C(C)OC=1N=CC2=C(N1)NC=C2C2=CC1=C(N=C(S1)C)C=C2 6-(2-ethoxy-7H-pyrrolo[2,3-d]pyrimidin-5-yl)-2-methylbenzo[d]thiazole